CC1CCN(CC1)S(=O)(=O)C1=CC=C(C(=O)O)C=C1 4-(4-methylpiperidine-1-sulfonyl)benzoic acid